(R)-5-(3-(((tert-butyldimethylsilyl)oxy)methyl)-6-chloro-2,3-dihydro-[1,4]dioxino[2,3-e]benzofuran-8-yl)-2-(difluoromethoxy)-7-methylquinoxaline [Si](C)(C)(C(C)(C)C)OC[C@@H]1OC=2C=C(C3=C(C=C(O3)C3=C4N=CC(=NC4=CC(=C3)C)OC(F)F)C2OC1)Cl